FC(OC1=C(C(=O)NCC2=NN3C(=NC=4C=CC=CC4C3=C2)SCC2CCN(CC2)CC(=O)O)C=CC=C1)(F)F 2-(4-(((2-((2-(trifluoromethoxy)benzamido)methyl)pyrazolo[1,5-c]quinazolin-5-yl)thio)methyl)piperidin-1-yl)acetic acid